O=S.[Ta] tantalum oxysulphide